COC(=O)C1=NC2=C(N1)C=CC=C2Br.COC2=CC=C(CN(S(=O)(=O)C=1C3=CN(N=C3C=C(C1)NC(CC1=C(C=CC=C1)Cl)=O)CC1OCCC1)CC1=CC=C(C=C1)OC)C=C2 N-(4-(N,N-bis(4-methoxybenzyl)sulfamoyl)-2-((tetrahydrofuran-2-yl)methyl)-2H-indazol-6-yl)-2-(2-chlorophenyl)acetamide methyl-4-bromo-1H-benzo[d]imidazole-2-carboxylate